4-chloro-6-methylsulfanyl-2-[[4-[1-methyl-4-(trifluoromethyl)imidazol-2-yl]phenyl]methoxy]pyrimidine ClC1=NC(=NC(=C1)SC)OCC1=CC=C(C=C1)C=1N(C=C(N1)C(F)(F)F)C